O[C@@]1(C(N(CC1)C)=O)C1=CC(=NO1)C=1C=C(C=CC1)N1N=C(C=C1)C(=O)N (R)-1-(3-(5-(3-hydroxy-1-methyl-2-oxopyrrolidin-3-yl)isoxazol-3-yl)phenyl)-1H-pyrazole-3-carboxamide